N(=[N+]=[N-])C[C@@]1(C=C2C([C@](C3(C(=C2[C@H]1O)C)CC3)(C)O)=O)C (2'S,3'R,6'R)-2'-(azidomethyl)-3',6'-dihydroxy-2',4',6'-trimethyl-2',3'-dihydrospiro[cyclopropane-1,5'-inden]-7'(6'H)-one